C(C)OC(=O)C1=NC(=NC(=C1)CBr)C1CC1 6-(bromomethyl)-2-cyclopropylpyrimidine-4-carboxylic acid ethyl ester